C(C)(C)C=1OC=2C(=NC=C(N2)C=C)N1 2-isopropyl-6-vinyl-oxazolo[4,5-b]pyrazine